methyl ((3R,4R)-1-benzyl-4-methylpiperidin-3-yl)carbamate C(C1=CC=CC=C1)N1C[C@@H]([C@@H](CC1)C)NC(OC)=O